C(C1=CC=CC=C1)(C1=CC=CC=C1)(C1=CC=CC=C1)N1C=NC(=C1)C=O 1-Trityl-imidazole-4-carbaldehyde